vinyl-3-imidazolium C(=C)C=1NC=C[NH+]1